ClC1=C(C=C(N=N1)N1CC2CCC(C1)O2)N2CCCCC2 3-(6-chloro-5-(piperidin-1-yl)pyridazin-3-yl)-8-oxa-3-azabicyclo[3.2.1]octane